C(C)(=O)N1CCN(CC1)CC(=O)N1CCC(CC1)C=1C=C2C(=C(NC2=CC1)C1=C2C(=NC=C1)NN=C2)C(C)C 2-(4-acetylpiperazin-1-yl)-1-(4-(3-isopropyl-2-(1H-pyrazolo[3,4-b]pyridin-4-yl)-1H-indol-5-yl)piperidin-1-yl)ethan-1-one